O1CCOC12CC=C(CC2)C2=C(SC=C2)C=O 3-(1,4-dioxaspiro[4.5]decan-7-en-8-yl)thiophene-2-carbaldehyde